tert-butoxycarbonyl-4,4-dimethyl-piperidine-2-carboxylic acid C(C)(C)(C)OC(=O)N1C(CC(CC1)(C)C)C(=O)O